2-ethoxy-1-(5-(3-(piperidin-1-yl)propyl)furan-2-yl)prop-2-en-1-one C(C)OC(C(=O)C=1OC(=CC1)CCCN1CCCCC1)=C